FC=1C(=C(C=CC1F)C(=O)N1C(C(C1)O)[C@H]1NCCCC1)NC1=C(C=C(C=C1)I)F 1-({3,4-difluoro-2-[(2-fluoro-4-iodophenyl)amino]phenyl}carbonyl)-[(2S)-piperidin-2-yl]azetidin-3-ol